[(3-fluorophenyl)methoxy]-6,7-dihydro-thiazolo[5,4-c]pyridin-4(5H)-one FC=1C=C(C=CC1)COC=1SC=2C(NCCC2N1)=O